(R)-N-(3-chloro-1-methyl-1H-pyrrolo[2,3-c]pyridin-7-yl)-2-fluoro-4-(5-methyl-1,3,4-thiadiazol-2-yl)-N-(piperidin-3-yl)benzamide ClC1=CN(C2=C(N=CC=C21)N(C(C2=C(C=C(C=C2)C=2SC(=NN2)C)F)=O)[C@H]2CNCCC2)C